C(C)OC(=O)C=1C(=NC2=C(C(=C(C=C2C1)Cl)C1=NC=CC2=CC=CC(=C12)C#N)F)Cl 2,6-dichloro-7-(8-cyanoisoquinolin-1-yl)-8-fluoroquinoline-3-carboxylic acid ethyl ester